tert-butyl (1-acetylpiperidin-4-yl)(6-chloropyrimidin-4-yl)carbamate C(C)(=O)N1CCC(CC1)N(C(OC(C)(C)C)=O)C1=NC=NC(=C1)Cl